C1(=CC=CC=C1)P(=O)(C(=O)C=1C(=C(C(=CC1C)C)N)C)C1=CC=CC=C1 3-[(diphenylphosphinyl)carbonyl]-2,4,6-trimethylbenzenamine